1-tetrahydropyran-2-ylindazole O1C(CCCC1)N1N=CC2=CC=CC=C12